tert-Butyl (S)-(3-((6-(benzyloxy)-3-bromoquinolin-5-yl)oxy)-2-fluoropropyl)carbamate C(C1=CC=CC=C1)OC=1C(=C2C=C(C=NC2=CC1)Br)OC[C@H](CNC(OC(C)(C)C)=O)F